(4S)-4-{4-[4-(Dibutoxymethyl)piperidin-1-yl]-5-fluoro-2-methoxyphenyl}-1-[4-(difluoromethyl)-2-hydroxyphenyl]-3,3-diethylazetidin-2-one C(CCC)OC(C1CCN(CC1)C1=CC(=C(C=C1F)[C@H]1C(C(N1C1=C(C=C(C=C1)C(F)F)O)=O)(CC)CC)OC)OCCCC